FC1=CC=C(CC2(CN(CC2)S(=O)(=O)C=2C=NN(C2)C)C=2C=C3C=NN(C3=CC2C)C=2C=CC(N(C2)C)=O)C=C1 5-(5-(3-(4-fluorobenzyl)-1-((1-methyl-1H-pyrazol-4-yl)sulfonyl)pyrrolidin-3-yl)-6-methyl-1H-indazol-1-yl)-1-methylpyridin-2(1H)-one